C([C@@H]([C@@H]([C@H](C(=O)C(=O)O)O)O)O)O The molecule is a ketogluconic acid that is L-gluconic acid in which the hydroxy group at position 2 has been oxidized to a keto group. It has a role as a human metabolite. It is an enantiomer of an iduronic acid.